CC1=C(C=C(C=C1)NC(=O)N1C[C@@H](CC1)CC(F)(F)F)C1=CC(=NC(=C1)NS(=O)(=O)C(C)C)N1CCOCC1 (3S)-N-{4-methyl-3-[2-(morpholin-4-yl)-6-(propane-2-sulfonylamino)pyridin-4-yl]phenyl}-3-(2,2,2-trifluoroethyl)pyrrolidine-1-carboxamide